FC1(C2CN(CC12C(NC=1C(=CC=2N=CN=C(C2N1)C=1C(=NN(C1)C)C1=CC=CC=C1)OC)=O)C(=O)OC(C)(C)C)F tert-butyl 6,6-difluoro-1-((7-methoxy-4-(1-methyl-3-phenyl-1H-pyrazol-4-yl)pyrido[3,2-d]pyrimidin-6-yl)carbamoyl)-3-azabicyclo[3.1.0]hexane-3-carboxylate